Tert-butyl (S)-3,3-difluoro-4-((1-(2,2,2-trifluoroethyl)-1H-indazol-6-yl)oxy)pyrrolidine-1-carboxylate FC1(CN(C[C@@H]1OC1=CC=C2C=NN(C2=C1)CC(F)(F)F)C(=O)OC(C)(C)C)F